O1C(CCCC1)OC1CC(C1)O 3-tetrahydropyran-2-yloxy-cyclobutanol